tert-butyl N-[3-(7-bromo-2-methyl-benzimidazol-1-yl)-2-oxo-propyl]-N-methyl-carbamate BrC1=CC=CC2=C1N(C(=N2)C)CC(CN(C(OC(C)(C)C)=O)C)=O